eicosenate C(C=CCCCCCCCCCCCCCCCCC)(=O)[O-]